(quinoxalin-6-ylmethyl)pyrimidin-5-amine N1=CC=NC2=CC(=CC=C12)CC1=NC=C(C=N1)N